COCC1=CC=C(C=C1)C(C(=O)NC1=CC=C(C=C1)[Si](C)(C)C)NC(CN1C=CC(C=C1)=O)=O 2-(4-(methoxymethyl)phenyl)-2-(((4-oxopyridin-1(4H)-yl)acetyl)amino)-N-(4-(trimethylsilyl)phenyl)acetamide